C(C1=CC=CC=C1)C1=CC=CC(=N1)C1=NC2=CC=CC=C2C=N1 2-(6-benzyl-2-pyridinyl)quinazoline